C(C)(C)S(=O)(=O)C1=C(C=CC=C1)NC1=NC(=NC=C1C(F)(F)F)SC N-(2-isopropylsulfonylphenyl)-2-methylsulfanyl-5-(trifluoromethyl)pyrimidin-4-amine